(2s,3r)-3-[(2-amino-6-chloro-anilino)methyl]-1-[6-methyl-4-(trifluoromethyl)-2-pyridinyl]-5-oxo-pyrrolidine-2-carboxylic acid NC1=C(NC[C@@H]2[C@H](N(C(C2)=O)C2=NC(=CC(=C2)C(F)(F)F)C)C(=O)O)C(=CC=C1)Cl